COC(C[C@H](C1CC1)C1=CC(=CC=C1)OCC1=CC(=C(C=C1)C1=C(C=CC(=C1)OC)F)C(CN=[N+]=[N-])(C)C)=O (R)-3-{3-[2-(2-Azido-1,1-dimethyl-ethyl)-2'-fluoro-5'-methoxy-biphenyl-4-ylmethoxy]-phenyl}-3-cyclopropyl-propionic acid methyl ester